FC1=CC=C(C=N1)CCC(=O)NC1=CC(=NN1)C1=CN=NC=C1C 3-(6-Fluoropyridin-3-yl)-N-(3-(5-methylpyridazin-4-yl)-1H-pyrazol-5-yl)propanamide